S1C2=C(C=C1B(O)O)SC(=C2)B(O)O thieno[3,2-b]thiophene-2,5-diboronic acid